FC1=CC=C(C=C1)C1SCC(N1C1=C(C=C(C(=O)NS(=O)(=O)C(C)C)C=C1)C)=O 4-[2-(4-Fluorophenyl)-4-oxo-1,3-thiazolidin-3-yl]-3-methyl-N-(2-propanylsulfonyl)benzamide